C(=O)C1=CC=2CN(CCC2O1)C(=O)OC(C)(C)C tert-Butyl 2-formyl-4H,5H,6H,7H-furo[3,2-c]pyridine-5-carboxylate